2-(6-Chloro-benzothiazol-2-ylamino)-1-methyl-1H-benzoimidazole-5-carboxylic acid [(S)-1-(2-dimethylamino-acetyl)-piperidin-3-yl]-amide CN(CC(=O)N1C[C@H](CCC1)NC(=O)C1=CC2=C(N(C(=N2)NC=2SC3=C(N2)C=CC(=C3)Cl)C)C=C1)C